N-(5-((6-(3-(Difluoromethyl)-4-fluorophenyl)-1H-pyrazolo[4,3-b]pyridin-1-yl)methyl)-1,3,4-thiadiazol-2-yl)acetamide FC(C=1C=C(C=CC1F)C=1C=C2C(=NC1)C=NN2CC2=NN=C(S2)NC(C)=O)F